[(2R)-4-(3-{[(7-methoxy-3-methyl-1H-indol-4-yl)methyl]amino}pyrido[2,3-b]pyrazin-6-yl)morpholin-2-yl]methanol COC=1C=CC(=C2C(=CNC12)C)CNC1=CN=C2C(=N1)N=C(C=C2)N2C[C@@H](OCC2)CO